para-amino-(sulfo)benzyl-carbamate NC1=CC=C(CN(C([O-])=O)S(=O)(=O)O)C=C1